C(C1=CC=CC=C1)C1=NC=CC2=CC=CC=C12 l-1-benzylisoquinoline